SC1=CC=C(C=C1)N1C(=NC2=C(C=CC=C2C1=O)C)C 3-(4-mercaptophenyl)-2,8-dimethylquinazolin-4(3H)-one